C(C)(C)(C)OC(N(S(=O)(=O)C)C1=C(C=C(C=C1)OC)CBr)=O N-[2-(bromomethyl)-4-methoxy-phenyl]-N-methanesulfonyl-carbamic acid tert-butyl ester